BrC=1C=C(OC1)C(=O)OC methyl 4-bromofuran-2-carboxylate